rac-(1R,2S,5R)-1-amino-5-(2-boronoethyl)-2-(((2,2,2-trifluoroethyl)amino)methyl)cyclohexanecarboxylic acid N[C@]1([C@@H](CC[C@H](C1)CCB(O)O)CNCC(F)(F)F)C(=O)O |r|